C(CCC)[IH+] n-butyl-iodonium